rac-(3R)-5-[7-methyl-6-[[6-methyl-4-(methylamino)-2-pyridyl]amino]-3,4-dihydro-2H-pyrano[3,2-b]pyridin-8-yl]-2,3,4,7-tetrahydro-1H-azepin-3-ol CC=1C(=C2C(=NC1NC1=NC(=CC(=C1)NC)C)CCCO2)C=2C[C@H](CNCC2)O |r|